2-[1-(tetrahydrofuran-3-ylmethyl)pyrazol-4-yl]Quinoxaline O1CC(CC1)CN1N=CC(=C1)C1=NC2=CC=CC=C2N=C1